O1CC(C1)N1N=CC(=C1)C=1C=C(CN2CCC3(CC2)COC2=CC=4C(N(CC4C=C23)C2C(NC(CC2)=O)=O)=O)C=CC1 3-(1'-(3-(1-(oxetan-3-yl)-1H-pyrazol-4-yl)benzyl)-7-oxo-5,7-dihydro-2H,6H-spiro[furo[2,3-f]isoindole-3,4'-piperidin]-6-yl)piperidine-2,6-dione